C(C)(C)(C)OC(=O)N1C(CCC1)OC1=C(C=NC=C1)N ((3-aminopyridin-4-yl)oxy)pyrrolidine-1-carboxylic acid tert-butyl ester